(S)-7-amino-N-(4-amino-4-oxo-1-phenylbutyl)-5-(4-(trifluoromethyl)piperidin-1-yl)-3,4-dihydroisoquinoline-2(1H)-carboxamide NC1=CC(=C2CCN(CC2=C1)C(=O)N[C@@H](CCC(=O)N)C1=CC=CC=C1)N1CCC(CC1)C(F)(F)F